2-methyl-6-(3-methyl-2-buten-1-yl)p-benzoquinone CC=1C(C(=CC(C1)=O)CC=C(C)C)=O